6-(1-(4-((1R,5S)-3-azabicyclo[3.1.0]hexan-3-yl)benzyl)-4-chloro-1H-indazole-7-carboxamido)spiro[3.3]heptane [C@@H]12CN(C[C@H]2C1)C1=CC=C(CN2N=CC3=C(C=CC(=C23)C(=O)NC2CC3(CCC3)C2)Cl)C=C1